OC1=C(C(=CC=2OC3=CC(=C(C(=C3C(C12)=O)CC=C(C)C)O)O)O)CC=C(C)C 1,3,6,7-tetrahydroxy-2,8-bis(3-methylbut-2-en-1-yl)-9H-xanthen-9-one